2-Fluoro-4-methoxy-5-methyl-benzenesulfonyl Chloride FC1=C(C=C(C(=C1)OC)C)S(=O)(=O)Cl